C(=C)OCCO ethyleneglycol monovinyl ether